C(CCCCO)O Pentylen glycol